OCCC(=O)CCO 1,3-dihydroxymethyl-acetone